N-Tosyl-1,5,2,6-dithiadiazocane S(=O)(=O)(C1=CC=C(C)C=C1)N1SCCNSCC1